C(C)(C)C1C(C(C1(C(=O)O)C(=O)O)C(C)C)OS(=O)(=O)C diisopropyl-3-((methylsulfonyl)oxy)cyclobutane-1,1-dicarboxylic acid